Cl.COC(CC)=O methylpropanoate hydrochloride